2-(Methylthio)-5-((trimethylsilyl)ethynyl)pyrimidine CSC1=NC=C(C=N1)C#C[Si](C)(C)C